BrC=1C=C(C=C2C(N(C(NC12)=O)CCC1NCCCC1)=O)C 8-bromo-6-methyl-3-(2-(piperidin-2-yl)ethyl)quinazoline-2,4(1H,3H)-dione